C(C)(C)(C)C=1C(=NN2C1N=C(C=C2C=2C=NNC2)N2CC1=CC=CC=C1C2)C(=O)N 3-(tert-butyl)-5-(isoindolin-2-yl)-7-(1H-pyrazol-4-yl)pyrazolo[1,5-a]pyrimidine-2-carboxamide